2,4,6-TRIISOPROPYLBENZENEBORONIC ACID C(C)(C)C1=C(C(=CC(=C1)C(C)C)C(C)C)B(O)O